C(CCC)C1(CS(C2=C(N(C1)C1=CC=CC=C1)C=C(C(=C2)CO)SC)(=O)=O)CC 3-butyl-3-ethyl-8-(hydroxymethyl)-7-(methylthio)-5-phenyl-2,3,4,5-tetrahydro-1,5-benzothiazepine 1,1-dioxide